C(C1=CC=CC=C1)(=O)N[C@H](C(=O)O)CCN(C1C(C1)CCC1=NC=2NCCCC2C=C1)C (2S)-2-benzamido-4-(methyl(2-(2-(5,6,7,8-tetrahydro-1,8-naphthyridin-2-yl)ethyl)cyclopropyl)amino)butanoic acid